1-[5-(4-fluorophenyl)-7-iodo-6-(2-methoxy-1,1-dimethylethyl)pyrrolo[2,3-f]indazol-1-yl]-2,2-dimethyl-propan-1-one FC1=CC=C(C=C1)N1C(=C(C2=C1C=C1C=NN(C1=C2)C(C(C)(C)C)=O)I)C(COC)(C)C